C(CCC)C1=C(C(=C(C(=N1)O)C(=O)N1CC(C1)OC1=NC=CC=C1F)O)C1=C(C=CC=C1OC)OC 6-butyl-5-(2,6-dimethoxyphenyl)-3-{3-[(3-fluoropyridin-2-yl)oxy]azetidine-1-carbonyl}pyridine-2,4-diol